ClC1=C(C=CC=C1)[C@@H](OC1=NC(=NC=C1)C(=O)N[C@H](C)\C=C\S(=O)(=O)C)[C@H]1OCCC1 ((R)-(2-Chlorophenyl)((S)-tetrahydrofuran-2-yl)methoxy)-N-((R,E)-4-(methylsulfonyl)but-3-en-2-yl)pyrimidine-2-carboxamide